ClC=1C=C(C=CC1OC)C[C@@H](C(=O)NO)N1N=NC(=C1)CNS(=O)(=O)C=1SC(=CC1)C1=NC=CC=C1 (2S)-3-(3-chloro-4-methoxy-phenyl)-2-[4-[[[5-(2-pyridyl)-2-thienyl]sulfonylamino]methyl]triazol-1-yl]propanehydroxamic acid